OC[C@@H](COCCCCCCCCCCCCCC)OC=1C=CC(=NC1)C#N (S)-5-((1-hydroxy-3-(tetradecyloxy)propan-2-yl)oxy)pyridinecarbonitrile